FC(OC1CC(CC1)O)(F)F 3-(trifluoromethoxy)cyclopentan-1-ol